1-(4-Chloro-5-(2,2,2-trifluoroethyl)-5H-pyrido[3',2':4,5]pyrrolo[3,2-d]pyrimidin-8-yl)-N,N-dimethylmethanamine ClC=1C2=C(N=CN1)C1=C(N2CC(F)(F)F)N=CC(=C1)CN(C)C